3-aminopropyldiisopropylethoxysilane NCCC[Si](OCC)(C(C)C)C(C)C